C(C1=CC=CC=C1)OC(=O)N[C@H](C(=O)OC)CCC#N methyl (S)-2-(((benzyloxy) carbonyl) amino)-4-cyanobutyrate